BrC=1C=NC(=NC1)C=1CC(OC(C1)(C)C)(C)C 5-bromo-2-(2,2,6,6-tetramethyl-3,6-dihydro-2H-pyran-4-yl)pyrimidine